(R*)-(9-fluoro-10,11-dihydrodibenzo[b,f]oxepin-10-yl)methanamine FC1=CC=CC2=C1[C@@H](CC1=C(O2)C=CC=C1)CN |o1:7|